5-[(1-tert-butoxycarbonyl-4,4-difluoro-pyrrolidin-3-yl)amino]-2-methyl-benzoic acid C(C)(C)(C)OC(=O)N1CC(C(C1)(F)F)NC=1C=CC(=C(C(=O)O)C1)C